CN(C)C1=NC(=NC2=CC=CC=C21)Cl 2-chloro-N,N-dimethylquinazolin-4-amine